vanadium-germanium [Ge].[V]